BrC=1C(=NC(=NC1)NC1=C(C=C(C(=C1)C)N1CCC(CC1)N1CCN(CC1)C)OC)NC=1C=CC2=C(CCO2)C1 5-bromo-N4-(2,3-dihydrobenzofuran-5-yl)-N2-(2-methoxy-5-methyl-4-(4-(4-methylpiperazin-1-yl)piperidin-1-yl)phenyl)pyrimidine-2,4-diamine